2-(5-methyl-3-((4aR,7aR)-6-methyloctahydro-1H-pyrrolo[3,4-b]pyridin-1-yl)-1,2,4-triazin-6-yl)-5-(trifluoromethyl)phenol CC=1N=C(N=NC1C1=C(C=C(C=C1)C(F)(F)F)O)N1[C@@H]2[C@H](CCC1)CN(C2)C